ClC=1C(=NC(=NC1)NC1=NN(N=C1)C)C=1C=C2C(N([C@@H](C2=CC1)C)CC(=O)N[C@H](CO)C1=CC(=NC=C1)OC)=O 2-[(1R)-5-{5-chloro-2-[(2-methyl-2H-1,2,3-triazol-4-yl)amino]pyrimidin-4-yl}-1-methyl-3-oxo-2,3-dihydro-1H-isoindol-2-yl]-N-[(1S)-2-hydroxy-1-(2-methoxypyridin-4-yl)ethyl]acetamide